5-(4-(diphenylamino)phenyl)bithiophene-2-formaldehyde C1(=CC=CC=C1)N(C1=CC=C(C=C1)C1=CCC(S1)(C=1SC=CC1)C=O)C1=CC=CC=C1